FC=1C=C(CN2C(NC=3N=CNC(C23)=O)=O)C=CC1 7-(3-fluorobenzyl)-7,9-dihydro-1H-purine-6,8-dione